OC(CC(=O)SCCNC(CCNC([C@@H](C(COP(OP(OC[C@@H]1[C@H]([C@H]([C@@H](O1)N1C=NC=2C(N)=NC=NC12)O)OP(=O)(O)O)(=O)O)(=O)O)(C)C)O)=O)=O)CCC(=O)O 3-hydroxy-adipoyl-CoA